(3R,4S)-3-cyclopropyl-4-methyl-1-[6-(2-methyl-1,3-thiazol-5-yl)pyrazolo[1,5-a]pyrazin-4-yl]-2-oxopyrrolidine-3-carbonitrile C1(CC1)[C@]1(C(N(C[C@H]1C)C=1C=2N(C=C(N1)C1=CN=C(S1)C)N=CC2)=O)C#N